OC1=C(C=C(C(=C1)C(=O)NCC1CC(C(C(C1)O)O)O)O)CC(=O)O (2,5-dihydroxy-4-((3,4,5-trihydroxycyclohexyl)methylaminocarbonyl)phenyl)acetic acid